Diarsenic Pentoxide O=[As](=O)O[As](=O)=O